C(#N)[C@@H]1CN(CCC1)S(=O)(=O)C1=CC=C(C=C1)NC(=O)NCC=1C=NC=CC1 1-{4-[(3S)-3-cyanopiperidine-1-sulfonyl]phenyl}-3-(pyridin-3-ylmethyl)urea